6-(3-(trifluoromethyl)phenyl)-1H-pyrazolo[4,3-b]pyridine FC(C=1C=C(C=CC1)C=1C=C2C(=NC1)C=NN2)(F)F